C1=NS(C=CC2=C1C=CC=C2)NC(C2=CC=C(C=C2)C2=CC(=CC=C2)C(=O)NC)=O N-(benzo[d][1,2]thiazepin-3-yl)-4-{3-[(methylamino)carbonyl]phenyl}benzamide